5-(6-chloro-2,5-dimethylpyrimidin-4-yl)-2-methyl-4,5,6,7-tetrahydrothiazolo[5,4-c]pyridine ClC1=C(C(=NC(=N1)C)N1CC2=C(CC1)N=C(S2)C)C